C(#N)C1=C(C=C(C=N1)NC(=O)C=1C=NN(C1C(F)(F)F)C=1C=CC=C2C=CN=CC12)C(F)(F)F N-(6-cyano-5-(trifluoromethyl)pyridin-3-yl)-1-(isoquinolin-8-yl)-5-(trifluoromethyl)-1H-pyrazole-4-carboxamide